1,5,9,10-tetraazaperylene N1=CC=C2C=NC=C3C4=CC=NC5=NC=CC(C1=C23)=C45